4-(Cyclohexylamino)-N-methyl-3-(3-methyl-1,2,4-oxadiazol-5-yl)benzenesulfonamide tert-butyl-(3-(2-oxopropionyl)-3-azabicyclo[3.1.1]hept-6-yl)carbamate C(C)(C)(C)N(C(O)=O)C1C2CN(CC1C2)C(C(C)=O)=O.C2(CCCCC2)NC2=C(C=C(C=C2)S(=O)(=O)NC)C2=NC(=NO2)C